N1C(NNC(NCC(CCC(CCC(C1)=O)=O)=O)=O)=O tetraazacyclopentadecane-2,5,8,11,14-pentaone